FC(C=1C=C(C=CC1F)C=1C=C2C(=NC1)C=NN2CC(=O)N2CC(C2)N(C(OC(C)(C)C)=O)C)F tert-Butyl (1-(2-(6-(3-(difluoromethyl)-4-fluorophenyl)-1H-pyrazolo[4,3-b]pyridin-1-yl)acetyl)azetidin-3-yl)(methyl)carbamate